(1R,2R)-N-(7-chloro-6-(1-((3R,4R)-4-fluoro-3-methyltetrahydrofuran-3-yl)piperidin-4-yl)isoquinolin-3-yl)-2-(pyridin-2-yl)cyclopropane-1-carboxamide ClC1=C(C=C2C=C(N=CC2=C1)NC(=O)[C@H]1[C@@H](C1)C1=NC=CC=C1)C1CCN(CC1)[C@@]1(COC[C@@H]1F)C